BrC=1C=C2C=C(N=CC2=CC1)OC1C(CCCC1)=O ((6-bromoisoquinolin-3-yl)oxy)cyclohexan-1-one